C(CCCCCCCCCCCCCCC)(=O)OCC(COC(CCCCCCCCCCCCCCC)=O)(COC(CCCCCCCCCCCCCCC)=O)NCCS(NCCCN(C)C)(=O)=O 2-((2-(N-(3-(Dimethylamino)propyl)sulfamoyl)ethyl)amino)-2-((palmitoyloxy)methyl)propane-1,3-diyl dipalmitate